(3R)-N-(7-methoxy-6-{[2-(pyrrolidin-1-yl)ethoxy]methyl}-1H,2H,3H-cyclopenta[b]quinolin-9-yl)-1-methylazepan-3-amine COC1=CC=2C(=C3C(=NC2C=C1COCCN1CCCC1)CCC3)N[C@H]3CN(CCCC3)C